ClC1=CC=C(C(=N1)C(=O)N1C(CC1)C(F)(F)F)C(F)F 6-chloro-3-(difluoromethyl)-2-pyridyl-[2-(trifluoromethyl)azetidin-1-yl]methanone